N-(2-chloro-6-methylpyrimidin-4-yl)-4-iodo-2-(6-azaspiro[2.5]oct-6-yl)benzamide ClC1=NC(=CC(=N1)NC(C1=C(C=C(C=C1)I)N1CCC2(CC2)CC1)=O)C